C(C)(C)(C)OC(=O)N1[C@@H](C[C@@](C1)(C)F)C(NC1=NC(=CC=C1)Cl)=O (2S,4R)-2-((6-chloropyridin-2-yl)carbamoyl)-4-fluoro-4-methylpyrrolidine-1-carboxylic acid tert-butyl ester